COC1=CC=C(C=C1)N1N=CC2=CC(=C(C=C12)C)N1C[C@H](N(CC1)S(=O)(=O)C=1C=NN(C1)CCC)C (R)-1-(4-methoxyphenyl)-6-methyl-5-(3-methyl-4-((1-propyl-1H-pyrazol-4-yl)sulfonyl)piperazin-1-yl)-1H-indazole